C12CNCC(C3=C1C=C(C=C3N)N)C2 2,3,4,5-tetrahydro-1H-1,5-methano-3-benzazepine-6,8-diamine